Diaminosulfide NSN